C(C)(C)N1C2=NC=NC(=C2N=C1)N 9-isopropyl-purin-6-amine